1-(3-Bromophenoxy)-2-ethoxybenzene BrC=1C=C(OC2=C(C=CC=C2)OCC)C=CC1